tert-Butyl (3-hydroxy-3-methylcyclohexyl)carbamate OC1(CC(CCC1)NC(OC(C)(C)C)=O)C